Trans-N-(2-amino-1-methyl-ethyl)-4-[[2-chloro-6-[4-[4-[(4R)-4-amino-2-oxo-pyrrolidin-1-yl]phenyl]sulfonylpiperazin-1-yl]-4-pyridyl]-difluoro-methyl]cyclohexanecarboxamide NCC(C)NC(=O)[C@@H]1CC[C@H](CC1)C(F)(F)C1=CC(=NC(=C1)N1CCN(CC1)S(=O)(=O)C1=CC=C(C=C1)N1C(C[C@H](C1)N)=O)Cl